(3-bromo-2-methoxyphenyl)(ethyl)sulfane BrC=1C(=C(C=CC1)SCC)OC